2,2,2-trichloroethyl ((8-fluoro-6,12-dioxo-6,12-dihydroindolo[2,1-b]quinazolin-2-yl)methyl)carbamate FC=1C=C2C(C3=NC4=CC=C(C=C4C(N3C2=CC1)=O)CNC(OCC(Cl)(Cl)Cl)=O)=O